3-([1,1':3',1''-terphenyl]-2'-yl)-1-(3-(tert-butyl)-5-(9H-pyrido[2,3-b]indol-9-yl)phenyl)-1H-benzo[d]imidazol-3-ium chloride [Cl-].C1(=CC=CC=C1)C1=C(C(=CC=C1)C1=CC=CC=C1)[N+]1=CN(C2=C1C=CC=C2)C2=CC(=CC(=C2)N2C1=C(C3=CC=CC=C23)C=CC=N1)C(C)(C)C